Tert-Butyl 3-[(N-{1-[(cyclohexylmethyl)carbamoyl]-1-oxobutan-2-yl}formamido)methyl]-azetidine-1-carboxylate C1(CCCCC1)CNC(=O)C(C(CC)N(C=O)CC1CN(C1)C(=O)OC(C)(C)C)=O